Cl.ClC=1C=NC=C(C1N1CCC(CC1)C(=O)N)Cl (3,5-dichloropyridin-4-yl)piperidine-4-carboxamide hydrochloride